CN1C[C@@H]2N(C3=C(C=C(C=C3CC2)C=2N=C3C(=NC2)NC=C3C3=CC(=C(C(=O)N(C)C)C=C3)C)C)CC1 (R)-4-(2-(3,10-dimethyl-2,3,4,4a,5,6-hexahydro-1H-pyrazino[1,2-a]quinolin-8-yl)-5H-pyrrolo[2,3-b]pyrazin-7-yl)-N,N,2-trimethylbenzamide